8-bromo-imidazo[1,2-a]pyridine hydrochloride Cl.BrC=1C=2N(C=CC1)C=CN2